2-(2-((5-(3-(aminomethyl)phenyl)benzo[1,2-b:6,5-b']Difuran-3-yl)methoxy)phenyl)acetic acid tert-butyl ester C(C)(C)(C)OC(CC1=C(C=CC=C1)OCC=1C2=C(OC1)C=1OC=CC1C(=C2)C2=CC(=CC=C2)CN)=O